FC(OCCOC(=O)C1(OCCCO1)C(=O)NN)(F)F {[2-(trifluoromethoxy)ethoxy]carbonyl}-1,3-dioxane-2-carbohydrazide